ClC1=C(C=CC=C1OCCC1OCCOC1)NC1=C(C=C(C(=O)N=C2NCCN2)C=C1)C1CC1 4-({2-chloro-3-[2-(1,4-dioxan-2-yl)ethoxy]phenyl}amino)-3-cyclopropyl-N-[(2E)-imidazolidin-2-ylidene]benzamide